N1=CC=C(C=C1)CC1CCC2(CCN(CC2)C(=O)[O-])CC1 9-(Pyridin-4-ylmethyl)-3-azaspiro[5.5]undecane-3-carboxylate